NC=1SC(=CN1)C(=O)NC1=C(C=C(C(=C1)C(NC1=NC=C(C=C1)OC(F)F)=O)F)C 2-Amino-N-[5-[[5-(difluoromethoxy)pyridin-2-yl]carbamoyl]-4-fluoro-2-methylphenyl]-1,3-thiazole-5-carboxamide